C1(CC1)/C=C/C1=NN(C2=NC=CC=C21)C2CN(C2)C(C=C)=O (E)-1-(3-(3-(2-cyclopropylvinyl)-1H-pyrazolo[3,4-b]pyridin-1-yl)azetidin-1-yl)prop-2-en-1-one